NCC(=O)OC1=CC=C(C=C1)C(C)(C)C1=CC=C(C=C1)OC(CN)=O 2,2-bis-(4-glycinyloxyphenyl)propane